C(C)(C)(C)OC(=O)N1[C@H](C=C(C[C@@H]1C)OS(=O)(=O)C(F)(F)F)C trans-2,6-dimethyl-4-(trifluoromethylsulfonyloxy)-5,6-dihydropyridine-1(2H)-carboxylic acid tert-butyl ester